6-methyl-1-heptanol acrylate C(C=C)(=O)OCCCCCC(C)C